3,5-bis(N-Boc-N-methyl-3-aminopropoxy)benzaldehyde C(=O)(OC(C)(C)C)N(CCCOC=1C=C(C=O)C=C(C1)OCCCN(C(=O)OC(C)(C)C)C)C